[1,2,4]triazolo[4,3-a][1]benzazepin-5-amine C1N=NC=2N1C1=C(C=C(C2)N)C=CC=C1